2-piperidineacetamide hydrochloride Cl.N1C(CCCC1)CC(=O)N